3-((1-(3-bromophenyl)-3,3-difluorocyclobutyl)difluoromethyl)-4-methyl-4H-1,2,4-triazole BrC=1C=C(C=CC1)C1(CC(C1)(F)F)C(C1=NN=CN1C)(F)F